1,6,11-triisocyanatoundecane N(=C=O)CCCCCC(CCCCCN=C=O)N=C=O